(2S)-2-({2-[4-bromo-2-(difluoromethoxy)phenyl][1,2,4]triazolo[1,5-c]quinazolin-5-yl}amino)butanamide BrC1=CC(=C(C=C1)C1=NN2C(=NC=3C=CC=CC3C2=N1)N[C@H](C(=O)N)CC)OC(F)F